mercaptoaluminum oxide [O-2].S[Al+2]